BrC=1C=C2C(CC(C2=CC1)=O)=O 5-bromo-1,3-indandione